6-[8-(1,3-benzothiazol-2-ylcarbamoyl)-3,4-dihydroisoquinolin-2(1H)-yl]-3-(1-{[1-(3-methoxypropyl)cycloheptyl]methyl}-5-methyl-1H-pyrazol-4-yl)pyridine-2-carboxylic acid S1C(=NC2=C1C=CC=C2)NC(=O)C=2C=CC=C1CCN(CC21)C2=CC=C(C(=N2)C(=O)O)C=2C=NN(C2C)CC2(CCCCCC2)CCCOC